COC1=CC=C(C(=O)NC2=NC=C(C=C2)N2CCN(CCC2)C2=NC=CC=C2)C=C1 4-methoxy-N-(5-(4-(pyridin-2-yl)-1,4-diazepan-1-yl)pyridin-2-yl)benzamide